2-(2-(6-cyclopropyl-4-methylpyridin-3-yl)-6-isopropyl-5,8-dioxo-5,6,7,8-tetrahydro-4H-pyrazolo[1,5-a]pyrrolo[3,4-d]pyrimidin-4-yl)-N-(5-fluoropyridin-2-yl)acetamide C1(CC1)C1=CC(=C(C=N1)C1=NN2C(N(C3=C(C2=O)CN(C3=O)C(C)C)CC(=O)NC3=NC=C(C=C3)F)=C1)C